ClC1=CC(=C(COC2=CC=CC(=N2)C2=CC(=C(CC=3N(C4=C(C=NC(=C4)C(=O)O)N3)[C@@H]3COCC3(C)C)C=C2F)F)C=C1)F (S)-2-(4-(6-((4-chloro-2-fluorobenzyl)oxy)pyridin-2-yl)-2,5-difluorobenzyl)-1-(4,4-dimethyltetrahydrofuran-3-yl)-1H-imidazo[4,5-c]pyridine-6-carboxylic acid